2-[3-methyl-1-(oxetan-3-yl)-1H-pyrazolo[3,4-b]pyrazin-6-yl]-7-[2-(trifluoromethyl)pyrimidin-5-yl]-2,7-diazaspiro[4.4]nonane CC1=NN(C2=NC(=CN=C21)N2CC1(CC2)CN(CC1)C=1C=NC(=NC1)C(F)(F)F)C1COC1